C1(CC1)C#CC=1C=C(C(=O)OC)C=CC1B1OC(C(O1)(C)C)(C)C methyl 3-(cyclopropylethynyl)-4-(4,4,5,5-tetramethyl-1,3,2-dioxaborolan-2-yl)benzoate